FC=1C=C(CSC=2N(C(C=3C(N2)=NN(C3)C)=O)C3=CC=CC=C3)C=CC1 6-((3-fluorobenzyl)thio)-2-methyl-5-phenyl-2H-pyrazolo[3,4-d]pyrimidin-4(5H)-one